1-((4r,6r)-6-(4-((3-chloro-2,4-difluorophenyl)amino)quinazolin-6-yl)-1-azaspiro[3.3]heptan-1-yl)prop-2-en-1-one ClC=1C(=C(C=CC1F)NC1=NC=NC2=CC=C(C=C12)C1CC2(CCN2C(C=C)=O)C1)F